O1S(NCC1)(=O)=O oxathiazolidine 2,2-dioxide